CNC1CCC2=CC=CC=C12 N-methyl-2,3-dihydro-1H-inden-1-amine